tert-butyl 8-[6-[(1R)-1-(tert-butoxycarbonylamino)ethyl]-2-formyl-pyrrolo[2,3-b]pyridin-1-yl]-2,2-dimethyl-octanoate C(C)(C)(C)OC(=O)N[C@H](C)C1=CC=C2C(=N1)N(C(=C2)C=O)CCCCCCC(C(=O)OC(C)(C)C)(C)C